4-(azetidin-3-yl)-N-[1-(trifluoromethyl)cyclopropyl]anilinelauroxydipropylene glycol N1CC(C1)C1=CC=C(N(CCCCCCCCCCCCOCC(COC(C)CO)O)C2(CC2)C(F)(F)F)C=C1